ClC=1C=C2C(=CC(=NC2=CC1)C(F)(F)F)N[C@@H]1C[C@@H](CCC1)NC(=O)C=1C(=NN(C1)C1CS(CC1)(=O)=O)C(C)C N-[(1R,3S)-3-{[6-chloro-2-(trifluoromethyl)quinolin-4-yl]amino}cyclohexyl]-1-(1,1-dioxo-1λ6-thiolan-3-yl)-3-(propan-2-yl)-1H-pyrazole-4-carboxamide